C(CCCCCC)OC[Si](OC)(OC)OC n-heptoxymethyl-trimethoxysilane